1,4-Bis-hydroxymethylcyclohexan OCC1CCC(CC1)CO